vinyl acetate butylacrylate C(CCC)OC(C=C)=O.C(C)(=O)OC=C